4-(6-aminopyridin-3-yl)-2-(2-methyl-2H-indazol-5-yl)-6-(2,2,2-trifluoroethoxy)pyrido[2,3-b]pyrazin-3(4H)-one NC1=CC=C(C=N1)N1C2=C(N=C(C1=O)C1=CC3=CN(N=C3C=C1)C)C=CC(=N2)OCC(F)(F)F